FC(OC=1C=C(C=CC1)N1C(C(C=2C1=NC=C(C2)C(=O)OC)(C)C)=O)F methyl 1-(3-(difluoromethoxy)phenyl)-3,3-dimethyl-2-oxo-2,3-dihydro-1H-pyrrolo[2,3-b]pyridine-5-carboxylate